C(#N)C[C@H](C1=CC=C(C=C1)S(=O)(=O)CC)NC(C1=C(N=C(C=C1)N1[C@@H](C[C@@H](C1)OC1=CC=C(C=C1)C(F)(F)F)COC(F)F)OC)=O N-((R)-2-cyano-1-(4-(ethylsulfonyl)phenyl)ethyl)-6-((2S,4S)-2-((difluoromethoxy)methyl)-4-(4-(trifluoromethyl)phenoxy)pyrrolidin-1-yl)-2-methoxynicotinamide